Tert-butyl 4-(1-hydroxy-prop-2-yl)-3-nitrobenzoate OCC(C)C1=C(C=C(C(=O)OC(C)(C)C)C=C1)[N+](=O)[O-]